OC(C1=CC=NN1C1CCN(CC1)C(=O)OC(C)(C)C)C1=CC=C(C=C1)C(F)(F)F tert-butyl 4-(5-(hydroxy(4-(trifluoromethyl)phenyl)methyl)-1H-pyrazol-1-yl)piperidine-1-carboxylate